(1-(3-(2H-tetrazol-5-yl)phenyl)-1H-pyrrolo[2,3-b]pyridin-5-yl)(4,4-difluoropiperidin-1-yl)methanone N=1NN=NC1C=1C=C(C=CC1)N1C=CC=2C1=NC=C(C2)C(=O)N2CCC(CC2)(F)F